C1=CC=CC=2C3=CC=CC=C3C(C12)COC(=O)N1C(CC(C1)C)C(=O)O 1-(9H-fluoren-9-ylmethoxycarbonyl)-4-methyl-pyrrolidine-2-carboxylic acid